NC=1C(=NC=C(N1)N1CCC2(CC1)[C@@H](C1=C(N=CS1)C2)N)SC=2C(=C1C(N(C=NC1=CC2)CCOC)=O)Cl (S)-6-((3-amino-5-(6-amino-4,6-dihydrospiro[cyclopenta[d]thiazole-5,4'-piperidine]-1'-yl)pyrazin-2-yl)thio)-5-chloro-3-(2-methoxyethyl)quinazolin-4(3H)-one